tert-Butyl (3-bromo-5-(1-((tert-butyldimethylsilyl)oxy)vinyl)-2-methylpyrazolo[1,5-a]pyrimidin-7-yl)(3-(1-methyl-1H-imidazol-2-yl)benzyl)carbamate BrC=1C(=NN2C1N=C(C=C2N(C(OC(C)(C)C)=O)CC2=CC(=CC=C2)C=2N(C=CN2)C)C(=C)O[Si](C)(C)C(C)(C)C)C